3-(4-hydroxy-3-methoxyphenyl)prop-2-enamine OC1=C(C=C(C=C1)C=CCN)OC